methyl (S)-2-((4-(6-((5-acetylpyridin-2-yl) methoxy)pyridin-2-yl)piperidin-1-yl)methyl)-1-(oxetan-2-ylmethyl)-1H-benzo[d]imidazole-6-carboxylate C(C)(=O)C=1C=CC(=NC1)COC1=CC=CC(=N1)C1CCN(CC1)CC1=NC2=C(N1C[C@H]1OCC1)C=C(C=C2)C(=O)OC